ClC1=NC(=C(C=2N=C(N=C(C21)N2C[C@H]1CC[C@@H](C2)N1C(=O)OC(C)(C)C)SC)F)Cl tert-butyl (1R,5S)-3-(5,7-dichloro-8-fluoro-2-(methylthio) pyrido[4,3-d]pyrimidin-4-yl)-3,8-diazabicyclo[3.2.1]octane-8-carboxylate